C(C)(C)(C)OC(=O)N1[C@H]([C@]2(COCS(N2)(=O)=O)CCC1)CO[C@@H]1CC[C@@H](CC1)C1=CC=CC=C1 |o1:8,9| tert-butyl-rel-(6S,7R)-2,2-dioxo-7-({[(CIS)-4-phenylcyclohexyl]oxy}methyl)-4-oxa-2λ6-thia-1,8-diazaspiro[5.5]undecane-8-carboxylate